C(CCCCC)OC1=C(CNC2=CC=NC3=CC=CC=C23)C=CC=C1 DS-N-[2-(Hexyloxy)benzyl]quinolin-4-amine